ClC=1N=C2C(=NC1)NC=C2C=2N=C(C1=C(N2)N(C=C1)CC(C)C)N[C@@H]1[C@H](C2CCC1CC2)C(=O)OCC (2S,3S)-ethyl 3-((2-(2-chloro-5H-pyrrolo[2,3-b]pyrazin-7-yl) 7-isobutyl-7H-pyrrolo[2,3-d]pyrimidin-4-yl)amino)bicyclo[2.2.2]octane-2-carboxylate